C(CCCCCCCCCCCCCCCCC)(=O)O.C[C@]([C@H](C=O)O)(O)[C@H](O)[C@H](O)CO.C(CCCCCCCCCCCCCCCCC)(=O)O.C(CCCCCCCCCCCCCCCCC)(=O)O.C[C@]([C@H](C=O)O)(O)[C@H](O)[C@H](O)CO 3-methyl-glucose sesquistearate